CN1C2=C(C(=O)NC1=O)NC=N2 The molecule is a 3-methylxanthine tautomer where the imidazole proton is located at the 9-position. It has a role as a metabolite. It is a tautomer of a 3-methyl-7H-xanthine.